ON=C(C1=CC=C(C=C1)O[C@H]1CN(CC1)C(=O)C1=NN(C2=CC=CC=C12)C)N (R)-N'-hydroxy-4-((1-(1-methyl-1H-indazole-3-carbonyl)pyrrolidin-3-yl)oxy)benzimidamide